ClCCC1=C(N=C2N(C1=O)C=CC=C2O)C (2-chloroethyl)-9-hydroxy-2-methyl-4H-pyrido[1,2-a]pyrimidin-4-one